NC=1C2=C(N=CN1)N(C=C2C2=C(C=C(C=C2)NC(CC2CCCC2)=O)C)C N-(4-(4-amino-7-methyl-7H-pyrrolo[2,3-d]pyrimidin-5-yl)-3-methylphenyl)-2-cyclopentylacetamide